O=C1C2=C(CC=3NC4=CC=CC=C4C13)C=CC=C2 11-oxo-6,11-dihydro-5H-benzo[b]carbazole